C1(=CC=CC=C1)N(S(=O)(=O)C1=CC=CC=C1)CC=1SC=CC1 N-phenyl-N-(2-thienylmethyl)benzenesulfonamide